methyl (S)-3-(3-(5-(3-methoxy-3-oxo-2-(tritylamino)propyl)quinolin-8-yl)ureido)isonicotinate COC([C@H](CC1=C2C=CC=NC2=C(C=C1)NC(NC1=C(C(=O)OC)C=CN=C1)=O)NC(C1=CC=CC=C1)(C1=CC=CC=C1)C1=CC=CC=C1)=O